NC1CCN(CC1)C1=NC(=C2N=CN(C2=N1)C(C)C)NCC=1C(=NC=CC1)N1CCN(CC1)C 2-(4-aminopiperidin-1-yl)-9-isopropyl-N-((2-(4-methylpiperazin-1-yl)pyridin-3-yl)methyl)-9H-purin-6-amine